CS(=O)(=O)O[C@@H](CCNC(=O)OCC1=CC=CC=C1)C [(1R)-3-(benzyloxycarbonylamino)-1-methyl-propyl] methanesulfonate